2-(N,N-DIMETHYLAMINO)BENZALDEHYDE CN(C)C1=CC=CC=C1C=O